isopropyl diketone C(C)(C)C(C(=O)C(C)C)=O